BrC=1C(=CC(=C(OC(C)(C)C2=C(C=NC=C2)C)C1)OC)[N+](=O)[O-] 4-(2-(5-bromo-2-methoxy-4-nitrophenoxy)propan-2-yl)-3-methylpyridine